Dimethyl(2-methacryloyloxyethyl)(4-carboxylatobutyl)aminium C[N+](CCCCC(=O)[O-])(CCOC(C(=C)C)=O)C